2-(3-ethyl-4-((4-pentylphenyl)ethynyl)phenyl)-4,4,5,5-tetramethyl-1,3,2-dioxaborolane C(C)C=1C=C(C=CC1C#CC1=CC=C(C=C1)CCCCC)B1OC(C(O1)(C)C)(C)C